C(C)(C)(C)OC(=O)N1C(C2=CC=C(C=C2CC1)C#CCO[Si](C)(C)C(C)(C)C)C 6-(3-((tert-Butyldimethylsilyl)oxy)prop-1-yn-1-yl)-1-methyl-3,4-dihydroisoquinoline-2(1H)-carboxylic acid tert-butyl ester